1,5'-diaminoazobenzene NC1(CC=CC=C1)N=NC1=CC=CC(=C1)N